C(#N)C=1N=CC(=NC1)NC1=CC(=C(N=N1)C(=O)N)NCC1CCNCC1 6-((5-cyanopyrazin-2-yl)amino)-4-((piperidin-4-ylmethyl)amino)pyridazine-3-carboxamide